1-(4-(diethoxymethyl)phenyl)-N-methylmethanamine C(C)OC(C1=CC=C(C=C1)CNC)OCC